4-(2-(5-((1s,3s)-3-aminocyclobutoxy)pyridin-2-yl)propan-2-yl)phenol NC1CC(C1)OC=1C=CC(=NC1)C(C)(C)C1=CC=C(C=C1)O